C(C)S(=O)(=O)C[C@@H]1[C@H](N(C1)C=1N=CC(=C2C=C(N=CC12)NC1=NC(=NC=N1)N1C[C@@](CCC1)(C)F)C(C)C)C (3S,4S)-1-(4-((8-((2R,3S)-3-((ethylsulfonyl)methyl)-2-methylazetidine-1-yl)-5-isopropyl-2,7-naphthyridin-3-yl)amino)-1,3,5-triazin-2-yl)-3-fluoro-3-methylpiperidine